NC1=C(C=NC(N1)=O)C1=CC(=C(C(=O)NC=2C=NC(=C(C2)Cl)N2N=CC=N2)C=C1F)Cl 4-(6-amino-2-oxo-1,2-dihydropyrimidin-5-yl)-2-chloro-N-(5-chloro-6-(2H-1,2,3-triazol-2-yl)pyridin-3-yl)-5-fluorobenzamide